(1r,4r)-4-methoxycyclohexane-1-carbaldehyde COC1CCC(CC1)C=O